(6aR)-8-acryloyl-4-chloro-3-(2-fluoro-6-hydroxyphenyl)-1-((2S,3R)-2,3,4-trimethylpiperazin-1-yl)-6,6a,7,8,9,10-hexahydro-12H-pyrazino[2,1-c]pyrido[3,4-f][1,4]oxazepin-12-one C(C=C)(=O)N1C[C@@H]2COC3=C(C(N2CC1)=O)C(=NC(=C3Cl)C3=C(C=CC=C3O)F)N3[C@H]([C@H](N(CC3)C)C)C